3-(naphthalen-2-yl)propanoic acid C1=C(C=CC2=CC=CC=C12)CCC(=O)O